(R)-4-(4-(Furan-2-carbonyl)piperazin-1-yl)-1-(3'-(4,4,5,5-tetramethyl-1,3,2-dioxaborolan-2-yl)-[1,1'-biphenyl]-4-yl)pyrrolidin-2-one O1C(=CC=C1)C(=O)N1CCN(CC1)[C@@H]1CC(N(C1)C1=CC=C(C=C1)C1=CC(=CC=C1)B1OC(C(O1)(C)C)(C)C)=O